pyridinyloxypyridine N1=C(C=CC=C1)OC1=NC=CC=C1